(2R,3S)-3-((2-(7-cyano-2-methoxyquinoxalin-5-yl)-5-fluorobenzo[d]thiazol-6-yl)oxy)butan-2-yl (6-cyanopyridin-3-yl)carbamate C(#N)C1=CC=C(C=N1)NC(O[C@H](C)[C@H](C)OC1=CC2=C(N=C(S2)C2=C3N=CC(=NC3=CC(=C2)C#N)OC)C=C1F)=O